C(C)(C)(C)C1C2(C1)C(NCC1C3=C(N(N=C32)C3=CC=C(C=C3)C3CCC3)CCN1)=O tert-butyl-2-(4-cyclobutylphenyl)-8-oxo-3,4,5a,6,7,8-hexahydro-1,2,5,7-tetraazaspiro[benzo[cd]azulene-9,1'-cyclopropan]